12-chloro-4,6,8,10-tetramethyltridecylnonoxymethyl ether ClC(CC(CC(CC(CC(CCCC(OCCCCCCCCC)OC(CCCC(CC(CC(CC(CC(C)Cl)C)C)C)C)OCCCCCCCCC)C)C)C)C)C